6-[(R)-3-(2,3-dichloro-4-tolyl)-3-pyrrolidinylamino]-1-methyl-3,3-dimethyl-2-indolinone ClC1=C(C=CC(=C1Cl)[C@]1(CNCC1)NC1=CC=C2C(C(N(C2=C1)C)=O)(C)C)C